ClC1=CC(=NC(=C1)Cl)C1(CC1)N 1-(4,6-dichloropyridin-2-yl)cyclopropan-1-amine